3-benzyl-6-{[2-(1-methylpyrazol-4-yl)-4-pyridyl]oxy}quinazolin-4-one C(C1=CC=CC=C1)N1C=NC2=CC=C(C=C2C1=O)OC1=CC(=NC=C1)C=1C=NN(C1)C